C(C=C)(=O)OCCCCCCC1=C(C(C(=O)O)=CC=C1C(=O)O)C(=O)O acryloxyhexyltrimellitic acid